Methyl (S)-2-(5-(1-(isoquinolin-4-yl)-N-(14-oxotetradecyl)piperidine-3-carboxamido)-2-oxopyridin-1(2H)-yl)acetate C1=NC=C(C2=CC=CC=C12)N1C[C@H](CCC1)C(=O)N(CCCCCCCCCCCCCC=O)C=1C=CC(N(C1)CC(=O)OC)=O